C1(CCCCC1)COC1=CC=CC(=N1)C1(CCCC1)C(=O)N[C@@H](C)C1=CC=C(C(=O)O)C=C1 4-[(1S)-1-[[1-[6-(cyclohexylmethoxy)-2-pyridinyl]cyclopentanecarbonyl]amino]ethyl]benzoic acid